NCCOC=1C=C2C(N=C(S2)C2=C3N=CC(=NC3=CC(=C2)C)COC)=C(C1)C#N 6-(2-aminoethoxy)-2-(2-(methoxymethyl)-7-methylquinoxalin-5-yl)benzo[d]thiazole-4-carbonitrile